2-((3R,5R,6S)-1-((S)-1-((1R,4R)-2-oxa-5-azabicyclo[2.2.1]heptan-5-yl)butan-2-yl)-5-(3-chlorophenyl)-6-(4-chlorophenyl)-3-methyl-2-oxopiperidin-3-yl)acetic Acid-TFA Salt OC(=O)C(F)(F)F.[C@H]12OC[C@H](N(C1)C[C@H](CC)N1C([C@@](C[C@@H]([C@H]1C1=CC=C(C=C1)Cl)C1=CC(=CC=C1)Cl)(C)CC(=O)O)=O)C2